C(C)(C)(C)OC(CC1=C(C(=CC(=C1)C)OP(=O)(OC(C)C)OC(C)C)C(CC(=O)O)(C)C)=O 3-(2-(2-(tert-butoxy)-2-oxoethyl)-6-((diisopropoxyphosphoryl)oxy)-4-methylphenyl)-3-methylbutanoic acid